COCCOC(=O)C=1C(=C2C(=NC1)NC=C2)Cl 4-chloro-1H-pyrrolo[2,3-b]pyridine-5-carboxylic acid 2-methoxyethyl ester